CC1=NOC(=C1C=1C=NN2C1C=C(C=C2)C=2SC(=C(N2)OC2COC2)C(=O)OCC)C ethyl 2-[3-(3,5-dimethylisoxazol-4-yl)pyrazolo[1,5-a]pyridin-5-yl]-4-(oxetan-3-yloxy)thiazole-5-carboxylate